2-{3-[3-[(2-formyl-3-hydroxyphenoxy)methyl]thiomorpholine-4-carbonyl]pyridin-2-yl}acetic acid C(=O)C1=C(OCC2N(CCSC2)C(=O)C=2C(=NC=CC2)CC(=O)O)C=CC=C1O